CC1=NSC(=C1)[Sn](CCCC)(CCCC)CCCC 3-Methyl-5-(tributylstannyl)-1,2-thiazole